C1C(CC2=CC=CC=C12)C(=O)NC(C(=O)O)CCN(CCCCC1=NC=2NCCCC2C=C1)CCOC 2-(indane-2-carbonylamino)-4-[2-methoxyethyl-[4-(5,6,7,8-tetrahydro-1,8-naphthyridin-2-yl)butyl]amino]butanoic acid